C1(CCCCC1)C[C@@H](C(=O)N[C@H](C[C@@H]1C(NCC1)=O)C(C(=O)NC)=O)NC(=O)C1(C2=CC=CC=C2C=2C=CC=CC12)O N-((S)-3-cyclohexyl-1-(((R)-4-(methylamino)-3,4-dioxo-1-((R)-2-oxopyrrolidin-3-yl)butan-2-yl)amino)-1-oxopropan-2-yl)-9-hydroxy-9H-fluorene-9-carboxamide